NC1=NC=2C=CC(=CC2C2=C1[C@H](OC2)C)C(=O)N(CC2=NC=C(C=C2)C(F)(F)F)[C@H]2[C@H](C2)C2CC2 (3R)-4-amino-N-((1R,2R)-[1,1'-bi(cyclopropyl)]-2-yl)-3-methyl-N-((5-(trifluoromethyl)-2-pyridinyl)methyl)-1,3-dihydrofuro[3,4-c]quinoline-8-carboxamide